[F-].[Gd+3].[F-].[F-] gadolinium fluoride